BrC=1C=C2C(=NC=NC2=C(C1)OC1=CC=C(C(=O)O)C=C1)C 4-((6-bromo-4-methylquinazolin-8-yl)oxy)benzoic acid